6-bromo-2-chloro-8-cyclopentyl-5-methylpyrido[2,3-d]pyrimidin-7-one BrC1=C(C2=C(N=C(N=C2)Cl)N(C1=O)C1CCCC1)C